2-[1-[(3,5-dimethyl-1,2-oxazol-4-yl)methyl]piperidin-4-yl]-6-(3,5-dimethylpyrazol-1-yl)pyridazin-3-one CC1=NOC(=C1CN1CCC(CC1)N1N=C(C=CC1=O)N1N=C(C=C1C)C)C